(S)-4-methyl-3-methylenepyrrolidin-2-one C[C@H]1C(C(NC1)=O)=C